COC=1C=C(C=C(C1C(NCC(F)(F)F)=O)OC)C1=CN=C2N1C=CC(=C2)C=2C=NN(C2)CCCC(=O)O 4-[4-[3-[3,5-dimethoxy-4-(2,2,2-trifluoroethyl-carbamoyl)phenyl]imidazo[1,2-a]pyridin-7-yl]pyrazol-1-yl]butanoic acid